C(C)N(C=1C=C(C=CC1)Br)CC 3-(diethylamino)bromobenzene